2-(methacryloyloxy)ethylphosphorylcholine C(C(=C)C)(=O)OCCP(=O)=C(O)C[N+](C)(C)C